1,2-bis(diisopropylphosphaneyl)ethane C(C)(C)P(CCP(C(C)C)C(C)C)C(C)C